NC1=NC=CC(=C1Cl)OC1=C(C=C(C=C1)NC(=O)C=1C(N(C=CC1OCP([O-])([O-])=O)C1=CC=C(C=C1)F)=O)F.[Na+].[Na+] Sodium (((3-((4-((2-amino-3-chloropyridin-4-yl)oxy)-3-fluorophenyl)carbamoyl)-1-(4-fluorophenyl)-2-oxo-1,2-dihydropyridin-4-yl)oxy)methyl)phosphonate